(1e)-4-Fluoro-3-hydroxybenzaldehyde FC1=C(C=C(C=O)C=C1)O